(S)-2-(1H-pyrazol-4-yl)morpholine N1N=CC(=C1)[C@H]1CNCCO1